Methyl-(S,E)-(1-((1-((5,7-difluoro-4-neopentyl-1H-benzo[d]imidazol-2-yl)methyl)-2-oxo-1,2-dihydropyridin-3-yl)amino)-7-(dimethylamino)-1,7-dioxohept-5-en-2-yl)carbamat COC(N[C@H](C(=O)NC=1C(N(C=CC1)CC1=NC2=C(N1)C(=CC(=C2CC(C)(C)C)F)F)=O)CC\C=C\C(=O)N(C)C)=O